2-(methoxyethoxy)ethane COCCOCC